C(C1=CC=CC=C1)NC1=NC=C(C(=N1)C1=CC=C(C=C1)[N+](=O)[O-])C N-benzyl-5-methyl-4-(4-nitrophenyl)pyrimidine-2-amine